ClC1=CC=C2C(=C(NC2=C1)C(=O)[O-])CCCOC1=CC=CC2=CC=CC=C12 6-chloro-3-{3-[(naphthalen-1-yl)oxy]propyl}-1H-indole-2-carboxylate